(2S)-2-amino-3-[(2S)-5-cyano-3-oxo-4H-1,4-benzoxazin-2-yl]propanamide N[C@H](C(=O)N)C[C@@H]1OC2=C(NC1=O)C(=CC=C2)C#N